COC=1C=C(CN2N=C3C=C(C=CC3=C2)C(=O)O)C=C(C1)OC 2-(3,5-Dimethoxybenzyl)-2H-indazole-6-carboxylic acid